C1(=CCCC1)C1=C2C=CC=NC2=C(C(=C1)C(NC(CCC)=O)C=1C=NC=CC1)O N-((5-(cyclopent-1-en-1-yl)-8-hydroxyquinolin-7-yl)(pyridin-3-yl)methyl)butyramide